C1(CC1)S(=O)(=O)NC(=O)C1=CC=C(C=C1)[N+]1([C@@H]2C[C@H]([C@H](C1)C2)OCC=2C(=NOC2C2CC2)C2=C(C=CC=C2Cl)Cl)[O-] (1S,4S,5R)-2-[4-[(cyclopropanesulfonyl)carbamoyl]phenyl]-5-[[5-cyclopropyl-3-(2,6-dichlorophenyl)-1,2-oxazol-4-yl]methoxy]-2-azabicyclo[2.2.1]heptan-2-ium-2-olate